CN1C(C(=C(C2=CC=CC=C12)N1CCC(CC1)C=1C=C2C(=CN(C2=CC1)C)C(C(F)(F)F)=O)C#N)=O 1-methyl-4-{4-[1-methyl-3-(trifluoroacetyl)-1H-indol-5-yl]piperidin-1-yl}-2-oxo-1,2-dihydroquinoline-3-carbonitrile